methyl 2-[1-(6-{[(tert-butyldimethylsilyl)oxy]methyl}pyridin-2-yl)-1H-pyrazol-3-yl]acetate [Si](C)(C)(C(C)(C)C)OCC1=CC=CC(=N1)N1N=C(C=C1)CC(=O)OC